tert-pentyltris(tert-butoxy)tin C(C)(C)(CC)[Sn](OC(C)(C)C)(OC(C)(C)C)OC(C)(C)C